C(C=C)(=O)OCCC(C)OC1=CC=C(C=C1)C(C1=CC=CC=C1)=O 3-(4-benzoylphenoxy)butyl acrylate